C1(CC1)N1N=CC(=C1C)O 1-cyclopropyl-5-methyl-pyrazol-4-ol